C(C)(C)OC([C@H](CCC(C=[N+]=[N-])=O)NC(=O)C1(CCCC1)OC)=O.NCC1(CCN(CC1)C=1N=CC(=NC1)SC=1C(=C(C(=O)NS(=O)(=O)C2=CC=CC=C2)C=CC1)Cl)C 3-((5-(4-(Aminomethyl)-4-methylpiperidin-1-yl)pyrazin-2-yl)thio)-2-chloro-N-(phenylsulfonyl)benzamide isopropyl-(S)-6-diazo-2-(1-methoxycyclopentane-1-carboxamido)-5-oxohexanoate